(4-cyanophenyl) azetidine-3-carboxylate N1CC(C1)C(=O)OC1=CC=C(C=C1)C#N